4-(4-bromophenyl)-1-(1-(4-bromophenyl)vinyl)-1H-pyrazole-3-carboxylic acid ethyl ester C(C)OC(=O)C1=NN(C=C1C1=CC=C(C=C1)Br)C(=C)C1=CC=C(C=C1)Br